[N+](=[N-])=C(C(C)=O)P(=O)(OC)OC diazo-1-dimethoxyphosphoryl-propan-2-one